OC1=C(C(=C(C(=O)N2CC3=CC=CC(=C3C2)N(C(\C=C\CN(C)C)=O)C)C(=C1)O)OC)C (E)-N-[2-(4,6-Dihydroxy-2-methoxy-3-methyl-benzoyl)isoindolin-4-yl]-4-(dimethylamino)-N-methyl-but-2-enamide